(S)-2-amino-3-((S)-2-oxopyrrolidin-3-yl)propionitrile hydrochloride Cl.N[C@H](C#N)C[C@H]1C(NCC1)=O